hydroxyethylenediphosphonic acid tetrasodium salt [Na+].[Na+].[Na+].[Na+].OC(CP([O-])([O-])=O)P([O-])([O-])=O